ClC=1C=C(C=CC1C#N)NC(=O)C1CN(C(O1)C(F)(F)F)C1=CC(=C(C=C1)C#N)C(F)(F)F N-(3-Chloro-4-cyanophenyl)-3-(4-cyano-3-(trifluoromethyl)phenyl)-2-(trifluoromethyl)oxazolidin-5-carboxamid